N-(((1r,4r)-4-aminocyclohexyl)methyl)-4-(tert-butyl)aniline NC1CCC(CC1)CNC1=CC=C(C=C1)C(C)(C)C